2-((1R,3R)-3-((2S,3S)-2-amino-N,3-dimethylpentanamido)-1-hydroxy-4-methylpentyl)thiazole-4-carboxylic acid N[C@H](C(=O)N(C)[C@H](C[C@@H](O)C=1SC=C(N1)C(=O)O)C(C)C)[C@H](CC)C